(1R,5S,6r)-3-formyl-3-azabicyclo[3.1.1]heptane-6-carboxylic acid C(=O)N1C[C@H]2C([C@@H](C1)C2)C(=O)O